2,4,6-trimethylbenzoyl-diphenyloxyphosphorus CC1=C(C(=O)P(OC2=CC=CC=C2)OC2=CC=CC=C2)C(=CC(=C1)C)C